O.O.OC(CC(=O)[O-])(CC(=O)[O-])C(=O)[O-].[Na+].[Na+].[Na+] sodium 2-hydroxypropane-1,2,3-tricarboxylate dihydrate